NC1=NC(=C2N=CN(C2=N1)[C@H]1C[C@H](C1)COP(=O)(OC1=CC=CC2=CC=CC=C12)N[C@@H](C)C(=O)OC)OC methyl (((cis-3-(2-amino-6-methoxy-9H-purin-9-yl)cyclobutyl)methoxy) (naphthalen-1-yloxy)phosphoryl)-L-alaninate